FC1=C(C=C(C=C1)NC(=O)N1CC=2C(=NN3C2C=2C(CC(C3)=C)=CON2)CC1)C(F)(F)F N-(4-Fluoro-3-(trifluoromethyl)-phenyl)-5-methylene-5,6,9,10-tetrahydro-4H-isoxazolo[3,4-c]pyrido[4',3':3,4]pyrazolo[1,5-a]azepine-11(12H)-carboxamide